[Cl-].C(CC)[N+](CCC)(CCC)C12CC3CC(CC(C1)C3)C2 N,N,N-tripropyladamantylammonium chloride